2-chloro-5-cyclopropyl-7-((1r,3R,4S)-3,4-difluorocyclopentyl)-5H-pyrrolo[3,2-d]pyrimidine ClC=1N=CC2=C(N1)C(=CN2C2CC2)C2C[C@H]([C@H](C2)F)F